C(C1=CC=CC=C1)N1CCC(CC1)(N)C1=NC=C(C=C1)Cl 1-benzyl-4-(5-chloro-2-pyridinyl)piperidin-4-amine